3-((2R)-2-(3-(trans-4-(tert-butoxycarbonylamino)cyclohexyl)propanamido)-2-(2,9,9-trimethyl-3,5-dioxa-4-bora-tricyclo[6.1.1.02,6]dec-4-yl)ethyl)-2-methoxybenzoic acid tertbutyl ester C(C)(C)(C)OC(C1=C(C(=CC=C1)C[C@@H](B1OC2(C3C(C(CC2O1)C3)(C)C)C)NC(CC[C@@H]3CC[C@H](CC3)NC(=O)OC(C)(C)C)=O)OC)=O